2-(tert-Butoxycarbonylamino)-5-fluoro-4-methoxy-benzoic acid tert-butyl ester C(C)(C)(C)OC(C1=C(C=C(C(=C1)F)OC)NC(=O)OC(C)(C)C)=O